2,2,6,6-tetramethylpiperidinyl-lithium CC1(N(C(CCC1)(C)C)[Li])C